(M)-(1R,9R)-6-(3-fluoro-2-hydroxyphenyl)-10,10-dimethyl-4-(2-(2-propenoyl)-2,6-diazaspiro[3.4]octan-6-yl)-3-azatricyclo[7.1.1.02,7]undeca-2,4,6-triene-5-carbonitrile FC=1C(=C(C=CC1)C=1C(=C(N=C2[C@H]3C([C@@H](CC12)C3)(C)C)N3CC1(CN(C1)C(C=C)=O)CC3)C#N)O